N-Hexyl-N',N'-dimethylurea C(CCCCC)NC(=O)N(C)C